OC1=C(OCC(=O)N(CC=2SC=CC2)C2=NNC=C2)C=CC(=C1)C 2-(2-hydroxy-4-methylphenoxy)-N-(1H-pyrazol-3-yl)-N-(thiophen-2-ylmethyl)acetamide